N1C(=NCC2=CC=CC=C12)SCCN1[C@@H]2CO[C@H](C1)C2 (1S,4S)-5-(2-((1,4-dihydroquinazolin-2-yl)thio)ethyl)-2-oxa-5-azabicyclo[2.2.1]heptane